O=C1CC2CCC2C1 3-oxobicyclo[3.2.0]Heptane